(S)-9-((6-carboxyhexyl)oxy)-6-isopropyl-10-methoxy-2-oxo-6,7-dihydro-2H-pyrido[2,1-a]isoquinoline-3-carboxylic acid C(=O)(O)CCCCCCOC=1C=C2C[C@H](N3C(C2=CC1OC)=CC(C(=C3)C(=O)O)=O)C(C)C